4-[[4,6-Bis(n-octylsulfanyl)-1,3,5-triazin-2-yl]amino]-2,6-di-tert-butylphenol C(CCCCCCC)SC1=NC(=NC(=N1)SCCCCCCCC)NC1=CC(=C(C(=C1)C(C)(C)C)O)C(C)(C)C